5-(bromomethyl)-5-((3-((2,2-dimethyl-1,3-dioxolan-4-yl)methoxy)-2,2-bis(((2,2-dimethyl-1,3-dioxolan-4-yl)methoxy)methyl)propoxy)methyl)-2,2-dimethyl-1,3-dioxane BrCC1(COC(OC1)(C)C)COCC(COCC1OC(OC1)(C)C)(COCC1OC(OC1)(C)C)COCC1OC(OC1)(C)C